4,8-bis(trifluoromethyl)-1H,3H-benzo[1,2-c:4,5-c']difuran-1,3,5,7-tetrone FC(C1=C2C(C(OC2=O)=O)=C(C2=C1C(OC2=O)=O)C(F)(F)F)(F)F